FC=1C(=CC2=C(OCC=3N2C=NC3)C1)C(=O)NC1=CC(=CC=C1)C1=NN=CN1C(C)C 7-fluoro-N-(3-(4-isopropyl-4H-1,2,4-triazole-3-yl)phenyl)-4H-benzo[b]imidazo[1,5-d][1,4]oxazine-8-formamide